C(=O)OCC(CCC1=CC=CC=C1)=O 2-oxo-4-phenylbutyl format